2-chloro-N-{1-[3-(difluoromethoxy)phenyl]-1H-indazol-4-yl}-5-{[(methoxyacetyl)amino]methyl}benzamide ClC1=C(C(=O)NC2=C3C=NN(C3=CC=C2)C2=CC(=CC=C2)OC(F)F)C=C(C=C1)CNC(COC)=O